Undecylenamidopropyl-trimethyl-ammonium methyl-sulfate COS(=O)(=O)[O-].C(CCCCCCCCC=C)(=O)NCCC[N+](C)(C)C